CC1CC(C1)(C1=NN=CN1C)C=1C=C(C=CC1)N1C=NC2=C(C=C(C=C2C1=O)CN1C[C@H](OCC1)C)C(F)(F)F 3-(3-((1s,3S)-3-Methyl-1-(4-methyl-4H-1,2,4-triazol-3-yl)cyclobutyl)phenyl)-6-(((R)-2-methylmorpholino)methyl)-8-(trifluoromethyl)quinazolin-4(3H)-one